O=C1NC(CCC1C1=NN(C2=CC(=CC=C12)N1C[C@H](N(CC1)CC1CCC2(CN(C2)C(=O)OC(C)(C)C)CC1)C)C)=O tert-butyl 7-(((2R)-4-(3-(2,6-dioxopiperidin-3-yl)-1-methyl-1H-indazol-6-yl)-2-methylpiperazin-1-yl)methyl)-2-azaspiro[3.5]nonane-2-carboxylate